nitro-2,3-dioxo-1,4-dihydroquinoxaline-6-carbonitrile [N+](=O)([O-])N1C(C(NC2=CC(=CC=C12)C#N)=O)=O